(E)-3-(5-phenylfuran-2-yl)prop-2-enoic acid C1(=CC=CC=C1)C1=CC=C(O1)/C=C/C(=O)O